2-methylhexamethylenediamine CC(CN)CCCCN